(S)-N-cyclopropyl-6-(4-(pyrazolo[1,5-a]pyridin-2-yl)-1,4,6,7-tetrahydro-5H-imidazo[4,5-c]pyridin-5-yl)pyridazine-3-carboxamide C1(CC1)NC(=O)C=1N=NC(=CC1)N1[C@@H](C2=C(CC1)NC=N2)C2=NN1C(C=CC=C1)=C2